C(C)OC(=O)C=1C(=NN2C1OCC(C2)CN(C)C)C2=C(C=CC=C2)F 6-[(dimethylamino)methyl]-2-(2-fluorophenyl)-6,7-dihydro-5H-pyrazolo[5,1-b][1,3]oxazine-3-carboxylic acid ethyl ester